C1(CCCC1)NC(=O)N1CC2=C(CC1)C=C(S2)C2=NOC(=N2)C(F)(F)F N-cyclopentyl-2-(5-(trifluoromethyl)-1,2,4-oxadiazol-3-yl)-4,7-dihydrothieno[2,3-c]pyridine-6(5H)-carboxamide